BrC1=CC=C(C=C1)C(C(=O)O)CCC p-bromophenyl-valeric acid